C(C)N1C=C(C2=CC(=CC=C12)OC)\C=C\1/OC2=C(C1=O)C=CC(=C2)OCC2=C(C=CC=C2)F (2Z)-2-[(1-ethyl-5-methoxy-1H-indol-3-yl)methylene]-6-[(2-fluorobenzyl)oxy]-1-benzofuran-3(2H)-one